FC1=C(C(=O)N2CCN(CC2)CC2=C(N=C3N2C=CC=C3)C3=CC=C(C#N)C=C3)C=CC=C1 4-(3-{[4-(2-fluorobenzoyl)piperazin-1-yl]methyl}imidazo[1,2-a]pyridin-2-yl)benzonitrile